6-(4-fluorophenyl)pyrazolo[1,5-a]pyridine FC1=CC=C(C=C1)C=1C=CC=2N(C1)N=CC2